O.O.S(=O)(=O)([O-])[O-].[Ca+2].C(CCCCCCC(C)C)OC(C(=C)C)=O.C(C(=C)C)(=O)OCCCCCCCC(C)C isodecyl methacrylate isodecyl-methacrylate Calcium sulfat Dihydrat